(4-chloro-2-fluorophenyl)-6-(2,2-difluoro-6-(1-methyl-1H-pyrazol-4-yl)morpholino)-2,3-dimethylpyrimido[5,4-d]pyrimidin-4(3H)-one ClC1=CC(=C(C=C1)C1=NC(=NC2=C1N=C(N(C2=O)C)C)N2CC(OC(C2)C=2C=NN(C2)C)(F)F)F